N1C(C=CC2=CN=CC=C12)=O 1H-[1,6]naphthyridin-2-one